3-(4-(4-(4-(8-(7-Acetyl-3-(tetrahydro-2H-pyran-4-yl)-5,6,7,8-tetrahydroimidazo[1,5-a]pyrazin-1-yl)isoquinolin-3-yl)phenoxy)butoxy)-1-oxoisoindolin-2-yl)piperidine-2,6-dione C(C)(=O)N1CC=2N(CC1)C(=NC2C=2C=CC=C1C=C(N=CC21)C2=CC=C(OCCCCOC1=C3CN(C(C3=CC=C1)=O)C1C(NC(CC1)=O)=O)C=C2)C2CCOCC2